sodium (5-(2,6-dichloro-4-(6-cyano-3,5-dioxo-4,5-dihydro-1,2,4-triazin-2(3H)-yl) phenoxy)-3-isopropyl-2-oxopyridin-1(2H)-yl)methyl phosphate P(=O)(OCN1C(C(=CC(=C1)OC1=C(C=C(C=C1Cl)N1N=C(C(NC1=O)=O)C#N)Cl)C(C)C)=O)([O-])[O-].[Na+].[Na+]